(R)-3-(2-(5-chloro-4-((1-(2,4-dichlorophenyl)ethyl)amino)-6-methylpyrimidin-2-yl)-2,6-diazaspiro[3.5]non-6-yl)propionic acid ClC=1C(=NC(=NC1C)N1CC2(C1)CN(CCC2)CCC(=O)O)N[C@H](C)C2=C(C=C(C=C2)Cl)Cl